2-thiocarbonyl-1-(2-((2s,4s)-4-(trifluoromethyl)piperidin-2-yl)benzyl)-1,2,3,5-tetrahydro-4H-pyrrolo[3,2-d]pyrimidin-4-one C(=S)=C1NC(C2=C(N1CC1=C(C=CC=C1)[C@H]1NCC[C@@H](C1)C(F)(F)F)C=CN2)=O